(4-bromo-2-(1-hydroxyethyl)oxazol-5-yl)((S)-4-(5-fluorobenzo[d]oxazol-2-yl)-6,7-dihydro-1H-imidazo[4,5-c]pyridin-5(4H)-yl)methanone BrC=1N=C(OC1C(=O)N1[C@@H](C2=C(CC1)NC=N2)C=2OC1=C(N2)C=C(C=C1)F)C(C)O